S1C(SCCC1)C=1C=C(C=C(C1OCC1=CC=C(C=C1)OC)F)NC(=O)NC1=CC=C(C=C1)F 1-(3-(1,3-dithian-2-yl)-5-fluoro-4-(4-methoxyphenylmethoxy)phenyl)-3-(4-fluorophenyl)urea